FC1=C2C(NC(=NC2=CC(=C1)OC[C@H]1[C@@H](CNCC1)F)CSC1CCOCC1)=O 5-Fluoro-7-(((trans)-3-fluoropiperidin-4-yl)methoxy)-2-(((tetrahydro-2H-pyran-4-yl)thio)methyl)quinazolin-4(3H)-one